1-Adamantylmethanesulfonamide C12(CC3CC(CC(C1)C3)C2)CS(=O)(=O)N